OC1=C(C(=CC2=CC(=CC(=C12)N=NC1=C(C=CC2=CC=CC=C12)O)S(=O)(=O)O)S(=O)(=O)O)N=NC1=CC=C(C2=CC=CC=C12)S(=O)(=O)O 1-hydroxy-8-(2-hydroxy-1-naphthylazo)-2-(4-sulfo-1-naphthylazo)-naphthalene-3,6-disulfonic acid